C(C)C1=NOC(=C1C(=O)N1CCC2(C(C2)CNC(=O)C2=CC=3C(=CN=CC3)O2)CC1)C N-[[6-(3-ethyl-5-methyl-isoxazole-4-carbonyl)-6-azaspiro[2.5]octan-2-yl]methyl]furo[2,3-c]pyridine-2-carboxamide